((3AR,4R,6S,6aS)-6-(4-aminoimidazo[2,1-f][1,2,4]triazin-7-yl)-2,2-dimethyltetrahydrofurano[3,4-d][1,3]dioxol-4-yl)methanol 1,1-Di-oxo-benzo[b]-thiophen-2-ylmethyl-carbamate O=S1(C2=C(C=C1CNC(=O)OC[C@H]1O[C@H]([C@@H]3OC(O[C@@H]31)(C)C)C3=CN=C1C(=NC=NN13)N)C=CC=C2)=O